1-(7-(5,6-Dimethoxypyridin-3-yl)-[1,2,4]triazolo[1,5-A]pyridin-2-yl)-3-(2-(pyridin-3-yloxy)ethyl)urea COC=1C=C(C=NC1OC)C1=CC=2N(C=C1)N=C(N2)NC(=O)NCCOC=2C=NC=CC2